BrC(C(=O)N=CN(C)C)C 2-bromo-N-(dimethylaminomethylene)propionamide